FC1(CN(C1)C(=O)O)F 3,3-difluoroazetidine-1-carboxylic acid